2-(6-iodohex-5-yn-1-yl)isoindoline-1,3-dione IC#CCCCCN1C(C2=CC=CC=C2C1=O)=O